C1(CCCC1)S(=O)(=O)C=1C=C(C=CC1)NC(=O)N1C(CCCC1)C1=NC(=NO1)C1=CC=CC=C1 N-[3-(cyclopentane-sulfonyl)phenyl]-2-(3-phenyl-1,2,4-oxadiazol-5-yl)piperidine-1-carboxamide